N-(3-(4-(4-Aminothieno[3,2-d]pyrimidin-7-yl)-1H-pyrazol-1-yl)-4-methylphenyl)-3-(Trifluoromethyl)pyrrolidine-1-carboxamide NC=1C2=C(N=CN1)C(=CS2)C=2C=NN(C2)C=2C=C(C=CC2C)NC(=O)N2CC(CC2)C(F)(F)F